bis-chloromaleimide ClC1=C(C(=O)NC1=O)Cl